CC1(CCCC1)OC(C)OC(=O)C1C2C3C4C=CC(C3C(C1)C2)C4 8-(1-(1-methylcyclopentyloxy)ethoxycarbonyl)-tetracyclo[4.4.0.12,5.17,10]-3-dodecene